[(4S)-1-(2,2-difluorospiro[3.3]heptan-6-yl)-5,5-difluoro-3-(trifluoromethyl)-4,6-dihydrocyclopenta[c]pyrazol-4-yl] benzoate C(C1=CC=CC=C1)(=O)O[C@@H]1C(CC=2N(N=C(C21)C(F)(F)F)C2CC1(CC(C1)(F)F)C2)(F)F